FC(C1=CC2=C(N=C(N=C2)NC2=NC=C(C=C2)N2CCNCC2)C(=N1)C1=COC=C1)F 6-(difluoromethyl)-8-(furan-3-yl)-N-(5-piperazin-1-ylpyridin-2-yl)pyrido[3,4-d]pyrimidin-2-amine